8-Bromo-7-chloro-5-(o-Tolyl)Imidazolo[1,2-a]Quinoxaline-4(5H)-on BrC1=C(C=C2N(C(C=3N(C2=C1)C=CN3)=O)C3=C(C=CC=C3)C)Cl